N[C@H](C(=O)N1[C@@H](C[C@H](C1)O[Si](C)(C)C(C)(C)C)C(=O)NCC1=CC=C(C=C1)C1=C(N=CS1)C)C(C)(C)C (2S,4R)-1-((S)-2-amino-3,3-dimethylbutanoyl)-4-((tert-butyldimethylsilyl)oxy)-N-(4-(4-methylthiazol-5-yl)benzyl)pyrrolidine-2-carboxamide